1,1-difluoro-2-(difluoromethyl)-1-propene FC(=C(C)C(F)F)F